(S)-5-chloro-2-fluoro-4-(1-phenylethylamino)-N-(thiazol-4-yl)benzenesulfonamide ClC=1C(=CC(=C(C1)S(=O)(=O)NC=1N=CSC1)F)N[C@@H](C)C1=CC=CC=C1